FC1=C(N)C=CC(=C1C=1C=CC=2N(C1)C=NC2C2=NN=CN2COCC[Si](C)(C)C)F 2,4-difluoro-3-[1-(4-[[2-(trimethylsilyl)ethoxy]methyl]-1,2,4-triazol-3-yl)imidazo[1,5-a]pyridin-6-yl]aniline